[C@@H]1(C[C@H](O)[C@@H](CO)O1)N1[14C](=O)NC(=O)C(C)=C1 [2-14C]-thymidine